5'-(4-fluorophenyl)-3'-isopropyl-N-(5-(oxetan-3-yl)pyridin-2-yl)-1H,3'H-[2,4'-biimidazole]-4-carboxamide FC1=CC=C(C=C1)C1=C(N(C=N1)C(C)C)C=1NC=C(N1)C(=O)NC1=NC=C(C=C1)C1COC1